(S)-7-acetamido-1,2,3-trimethoxy-9-oxo-5,6,7,9-tetrahydrobenzo[a]heptalen-10-carboxylic acid C(C)(=O)N[C@H]1CCC2=C(C3=CC=C(C(C=C13)=O)C(=O)O)C(=C(C(=C2)OC)OC)OC